(8-Fluoroimidazo[1,2-a]pyridin-3-yl)(4-nitrophenyl)methanone FC=1C=2N(C=CC1)C(=CN2)C(=O)C2=CC=C(C=C2)[N+](=O)[O-]